C1(CCCC1)OC1=CC(=NC=C1)NC=1SC2=NC(=CC=C2N1)C1=CC=NC=C1 N-(4-(cyclopentyloxy)pyridin-2-yl)-5-(pyridin-4-yl)thiazolo[5,4-b]pyridin-2-amine